[O-]S(=O)(=O)C(F)(F)F.C1(=CC=CC=C1)[S+](C1=CC=C(C=C1)OC)C1=CC=CC=C1 diphenyl-(4-methoxyphenyl)sulfonium triflate